CC1(C2=CC=CC=C2C=2C(=CC=CC12)C1=CC=C(C=C1)C1=CC=C(C=C1)C1=NC(=NC(=C1)C1=CC=C(C=C1)C1=CC=CC=C1)C1=CC=CC=C1)C 4-{4-[4-(9,9-dimethyl-9H-fluoren-4-yl)phenyl]phenyl}-2-phenyl-6-(4-phenylphenyl)pyrimidine